ammonium silver zinc [Zn+2].[Ag+].[NH4+]